7-chloro-4-hydroxy-2-oxo-1-phenyl-1,2-dihydroquinoline-3-carboxylic acid methyl ester COC(=O)C=1C(N(C2=CC(=CC=C2C1O)Cl)C1=CC=CC=C1)=O